8-(4-chlorophenyl)-2-(methoxymethyl)-6-(2-methyl-2H-indazol-5-yl)-1,6-naphthyridin-7(6H)-one ClC1=CC=C(C=C1)C=1C(N(C=C2C=CC(=NC12)COC)C1=CC2=CN(N=C2C=C1)C)=O